S(=O)(=O)(O)C1=C(C=CC=C1)C=CC1=CC=C(C=C1)C1=CC=C(C=C1)C=CC1=C(C=CC=C1)S(=O)(=O)O 4,4'-bis[2-(2-sulfophenyl)vinyl]biphenyl